Methyl 5-(3-(5-(hydroxymethyl)-1H-imidazol-2-yl)phenoxy)-1H-indazole-4-carboxylate OCC1=CN=C(N1)C=1C=C(OC2=C(C=3C=NNC3C=C2)C(=O)OC)C=CC1